({1-[(2-methoxynaphthalen-1-yl)methyl]naphthalen-2-yl}methyl)[2-(pyrrolidin-1-yl)ethyl]amine COC1=C(C2=CC=CC=C2C=C1)CC1=C(C=CC2=CC=CC=C12)CNCCN1CCCC1